C(C)N1N=CC(=C1)C1=NNC2=CN=C(C=C21)C2=C(C=C(C=C2C)C2NCCCC2)F 3-(1-Ethyl-1H-pyrazol-4-yl)-5-(2-fluoro-6-methyl-4-(piperidin-2-yl)phenyl)-1H-pyrazolo[3,4-c]pyridine